FC(OC1=C(C=CC=C1)C1=NN2C(=NC=3C=CC=CC3C2=N1)N[C@H]1C(NCC1)=O)F (3R)-3-({2-[2-(difluoromethoxy)phenyl][1,2,4]triazolo[1,5-c]quinazolin-5-yl}amino)pyrrolidin-2-one